Cl.C(C)OC(=O)N1CC2(CC(C2)N2CCC(CC2)C2=CC=NN2C)CC1 Cis-2-[4-(1-methyl-1H-pyrazol-5-yl)piperidin-1-yl]-6-azaspiro[3.4]octane-6-carboxylic acid ethyl ester hydrochloride